FC1=CC=C(C=C1)CN[C@@H](CC(=O)N1C(C2CCC1C2)C#N)C Endo-3-[(3R)-3-[(4-fluorophenyl)methylamino]butanoyl]-3-azabicyclo[2.2.1]heptane-2-carbonitrile